ClC=1C=CC(=C(C1)C1=CC(=C(N=N1)SCC1OC(OC1)(C)C)N)F 6-(5-chloro-2-fluorophenyl)-3-{[(2,2-dimethyl-1,3-dioxolan-4-yl)methyl]sulfanyl}pyridazin-4-amine